4-(1-carbamimidoyl-1,2,3,6-tetrahydropyridin-4-yl)-N-[4-(1-carbamimidoyl-1,2,3,6-tetrahydropyridin-4-yl)phenyl]thiophene-2-carboxamide C(N)(=N)N1CCC(=CC1)C=1C=C(SC1)C(=O)NC1=CC=C(C=C1)C=1CCN(CC1)C(N)=N